5-phenoxypyridine O(C1=CC=CC=C1)C=1C=CC=NC1